O1C=CC2=C1C=CC=C2O[C@@H](CCNC)C=2SC=CC2 (S)-3-(benzofuran-4-yloxy)-N-methyl-3-(thiophen-2-yl)propan-1-amine